3-ethylimidazole trifluoromethanesulfonate FC(S(=O)(=O)O)(F)F.C(C)N1C=NC=C1